CC1(C[C@H](CC=2N1N=CC2C(=O)NC(C(=O)O)(C)C2=CC=C(C=C2)CC)C2=CC=CC=C2)C 2-((((5R)-7,7-dimethyl-5-phenyl-4,5,6,7-tetrahydropyrazolo[1,5-a]pyridin-3-yl)carbonyl)amino)-2-(4-ethylphenyl)propionic acid